C1=C(C=CC2=CC=CC=C12)C=1C2=CC=CC=C2C(=C2C=CC(=CC12)C1=CC=C(C=C1)C1=NC2=C(N1C1=CC=CC=C1)C=CC=C2)C2=CC1=CC=CC=C1C=C2 2-(4-(9,10-bis(naphthalen-2-yl)anthracen-2-yl)phenyl)-1-phenyl-1H-benzo-[D]imidazole